6-(4-(4-methylpiperazin-1-yl)phenylamino)-1H-pyrazolo[3,4-d]Pyrimidin-3(2H)-one CN1CCN(CC1)C1=CC=C(C=C1)NC1=NC=C2C(=N1)NNC2=O